3,5-dihydroxy-6,7,8-trimethoxyflavone OC1=C(OC2=C(C(=C(C(=C2C1=O)O)OC)OC)OC)C1=CC=CC=C1